6-(3-cyanoazetidin-1-yl)-4-(6-(4-((6-methoxypyridin-3-yl)methyl)piperazin-1-yl)pyridin-3-yl)pyrazolo[1,5-a]pyridine-3-carbonitrile C(#N)C1CN(C1)C=1C=C(C=2N(C1)N=CC2C#N)C=2C=NC(=CC2)N2CCN(CC2)CC=2C=NC(=CC2)OC